NCC(O)(C1(CC1)F)C1=CC(=C(C(=N1)C1=CC=C(C=C1)F)F)C(C)(C)O (+)-2-(6-(2-amino-1-(1-fluorocyclopropyl)-1-hydroxyethyl)-3-fluoro-2-(4-fluorophenyl)pyridin-4-yl)propan-2-ol